2-chloro-7-methoxy-N-[(1R)-1-[3-nitro-5-(trifluoromethyl)phenyl]ethyl]-6-[(3S)-tetrahydrofuran-3-yl]oxo-quinazolin-4-amine ClC1=NC=2C=C(C(C(C2C(=N1)N[C@H](C)C1=CC(=CC(=C1)C(F)(F)F)[N+](=O)[O-])=O)[C@H]1COCC1)OC